NC1=NC=2C=NC(=CC2C2=C1COC2)C(=O)N([C@H](CF)C)CC2=NC=C(C=C2)C#N 4-amino-N-((5-cyano-2-pyridinyl)methyl)-N-((2S)-1-fluoro-2-propanyl)-1,3-dihydrofuro[3,4-c][1,7]naphthyridine-8-carboxamide